(R)-(4-amino-1,3-dihydrofuro[3,4-c][1,7]naphthyridin-8-yl)(3-(4-(trifluoromethyl)phenyl)morpholino)methanone NC1=NC=2C=NC(=CC2C2=C1COC2)C(=O)N2[C@@H](COCC2)C2=CC=C(C=C2)C(F)(F)F